N1O[C@@H](CCO1)NC(C1=C(C=CC=C1)F)=O N-[(3S)-2,6-dioxapiperidin-3-yl]-2-fluorobenzamide